C1(=CC=CC=C1)S(=O)(=O)O.C1(=CC=CC=C1)S(=O)(=O)O phenylsulfonate (benzenesulfonate)